N-(3-((4-aminobutyl)amino)propyl)acrylamide [(4-hydroxybutyl)azanediyl]di(hexane-6,1-diyl) bis(2-hexyldecanoate) C(CCCCC)C(C(=O)OCCCCCCN(CCCCCCOC(C(CCCCCCCC)CCCCCC)=O)CCCCO)CCCCCCCC.NCCCCNCCCNC(C=C)=O